acetyl-N-trifluoromethanesulfonyl-pyrrole hexafluorophosphate F[P-](F)(F)(F)(F)F.C(C)(=O)C=1N(C=CC1)S(=O)(=O)C(F)(F)F